1-(3-amino-4-(2,5-difluorophenyl)pyridin-2-yl)ethan-1-one NC=1C(=NC=CC1C1=C(C=CC(=C1)F)F)C(C)=O